COC(C[SiH2]CCCCCC[SiH2]CC(OC)OC)OC 1,6-bis(dimethoxyethylsilyl)hexane